FC1(CCC(CC1)N(C(=O)[C@H]1N([C@@H]2C[C@@H]2C1)C(=O)OCCCC)CC1=CC2=C(CCO2)C=C1)F Butyl (1R,3S,5R)-3-((4,4-difluorocyclohexyl)((2,3-dihydrobenzofuran-6-yl)methyl)carbamoyl)-2-azabicyclo[3.1.0]hexane-2-carboxylate